1,2-bis(2-mercaptoethylthiomethyl)benzene SCCSCC1=C(C=CC=C1)CSCCS